FCC(=O)N1CC=2N=NC(=CC2CC1)OCC=1C(=NOC1C)C=1C=NC(=CC1)C 2-fluoro-1-(3-{[5-methyl-3-(6-methylpyridin-3-yl)-1,2-oxazol-4-yl]methoxy}-5H,6H,7H,8H-pyrido[3,4-c]pyridazin-7-yl)ethan-1-one